C(C)(C)(C)OC(=O)N1CC(CC1)\N=N\S(=O)(=O)C1=CC=C(C=C1)OC (E)-3-(((4-methoxyphenyl)sulfonyl)diazenyl)Pyrrolidine-1-carboxylic acid tert-butyl ester